azo-bis(3-ethylbenzothiazoline-6-sulfonic Acid) N(=NC1SC2=C(N1CC)C=CC(=C2)S(=O)(=O)O)C2SC1=C(N2CC)C=CC(=C1)S(=O)(=O)O